COC1=CC=C2C(=CC=NC2=C1)OCC(=O)NNC=1N=NC(=NN1)N1CCOCC1 ((7-methoxyquinolin-4-yl)oxy)-N'-(6-morpholinyl-1,2,4,5-tetrazin-3-yl)acethydrazide